CC1N(CCOC1)C1=CC=C(C=N1)C1=NN2C(N=CC=C2)=C1C(=O)N[C@@H]1C(NC2=C(C(=N1)C1=CC=CC=C1)C=CC=C2F)=O 2-[6-(3-Methylmorpholin-4-yl)pyridin-3-yl]-N-[(3S)-9-fluoro-2-oxo-5-phenyl-1,3-dihydro-1,4-benzodi-azepin-3-yl]pyrazolo-[1,5-a]pyrimidine-3-carboxamide